FC1=C(C=CC(=C1)NC=1N=CC=2CCN(CC2C1)C1=C(C2=C(OCCN2)N=C1)C)NCCN1CCOCC1 2-fluoro-N4-(6-{8-methyl-1H,2H,3H-pyrido[2,3-b][1,4]oxazin-7-yl}-5,6,7,8-tetrahydro-2,6-naphthyridin-3-yl)-N1-[2-(morpholin-4-yl)ethyl]benzene-1,4-diamine